ClC1=CC(=C(C=2CCCC12)O)[N+](=O)[O-] 7-chloro-5-nitro-2,3-dihydro-1H-inden-4-ol